(S)-5,6-dichloro-1'-(methylglycyl)spiro[indoline-3,3'-pyrrolidin]-2-one ClC=1C=C2C(=CC1Cl)NC([C@]21CN(CC1)C(CNC)=O)=O